BrC1=CSC=2NC=CC21 3-bromo-6H-thieno[2,3-B]pyrrole